C1(CC1)C(=O)OC(C)(C)C t-butyl cyclopropanate